FC(OC=1C(=NC(=NC1)C(C)C)NC1=NNC2=CC(=CC=C12)[C@@H]1C[C@@]12C(NC1=CC=C(C=C21)OC)=O)F (1R,2S)-2-(3-{[5-(difluoromethoxy)-2-isopropylpyrimidin-4-yl]amino}-1H-indazol-6-yl)-5'-methoxy-1'H-spiro[cyclopropan-1,3'-indol]-2'-one